ClC=1C=C(C(=NC1)N1C(C(N(C(C1)=O)CC1=CC=C(C=C1)C)C12CC(C1)(C2)C(=O)N)=O)F 3-(4-(5-chloro-3-fluoropyridin-2-yl)-1-(4-methylbenzyl)-3,6-dioxopiperazin-2-yl)bicyclo[1.1.1]pentane-1-carboxamide